C[C@H]1N(CCOC1)C=1C=C(C=2N(N1)C(=NC2C)C2=CC=NN2)C2CCOCC2 (R)-3-methyl-4-(5-methyl-7-(1H-pyrazol-5-yl)-4-(tetrahydro-2H-pyran-4-yl)imidazo[1,5-b]pyridazin-2-yl)morpholine